ClC=1C=C(C=2N(N1)C=CN2)[C@@H]2[C@H](C2)C2=CC=C1C(=NN(C1=C2)CC(F)(F)F)C2CC2 6-chloro-8-[(1S,2S)-2-[3-cyclopropyl-1-(2,2,2-trifluoroethyl)indazol-6-yl]cyclopropyl]imidazo[1,2-b]pyridazine